IC1=C(CO)C=C(C=C1I)I 2,3,5-triiodo-benzyl alcohol